(S)-1-(1-(6-ethoxy-5-methoxypyridin-2-yl)-2-(methylsulfonyl)ethyl)-5-(o-tolyl)-3-methyl-1H-benzo[d]imidazol-2(3H)-one C(C)OC1=C(C=CC(=N1)[C@@H](CS(=O)(=O)C)N1C(N(C2=C1C=CC(=C2)C2=C(C=CC=C2)C)C)=O)OC